N,N-dilaurylhydroxylamine oxide C(CCCCCCCCCCC)[N+](O)(CCCCCCCCCCCC)[O-]